Tropyl 3,5-dichlorobenzoate CN1C2CCC1CC(C2)OC(=O)C3=CC(=CC(=C3)Cl)Cl